3-(benzyloxy)-1-(5-(hydroxymethyl)-2-methoxypyridin-3-yl)cyclobutan-1-ol C(C1=CC=CC=C1)OC1CC(C1)(O)C=1C(=NC=C(C1)CO)OC